((2S,4R,5R)-4-acetoxy-5-(2-amino-7-(E)-cinnamyl-8-oxo-7,8-dihydro-9H-purin-9-yl)tetrahydrofuran-2-yl)methylacetat C(C)(=O)O[C@@H]1C[C@H](O[C@H]1N1C2=NC(=NC=C2N(C1=O)C\C=C\C1=CC=CC=C1)N)COC(C)=O